CC1CN(CCC1)C1=CC=CC(=N1)S(=O)(=O)NC(=O)C=1C(=NC=CC1)N1C(CC(C1)C)(C)C N-[[6-(3-Methyl-1-piperidyl)-2-pyridyl]sulfonyl]-2-(2,2,4-trimethylpyrrolidin-1-yl)pyridin-3-carboxamid